N[SiH]=[Se] aminosilaneselon